2-(((2R,3S,4R,5R)-5-(6-amino-2-(ethylsulfanyl)-9H-purin-9-yl)-3-ethynyl-3,4-dihydroxytetrahydrofuran-2-yl)methoxy)-2-phenylmethylmalonic acid NC1=C2N=CN(C2=NC(=N1)SCC)[C@H]1[C@@H]([C@@]([C@H](O1)COC(C(=O)O)(C(=O)O)CC1=CC=CC=C1)(O)C#C)O